CC(CCO)CCC=C(C)C 3,7-Dimethyloct-6-en-1-ol